C(#N)C1=C(C=C(C=C1)N1C(OC(C1)COC1=CC=C(C=C1)NC(OCC)=O)C(F)(F)F)C(F)(F)F ethyl (4-((3-(4-cyano-3-(trifluoromethyl)phenyl)-2-(trifluoromethyl)oxazolidin-5-yl)methoxy)phenyl)carbamate